1-(4-cyano-3-fluoro-5-methoxybenzyl)pyrrolidine-3-carboxylic acid ethyl ester C(C)OC(=O)C1CN(CC1)CC1=CC(=C(C(=C1)OC)C#N)F